ClC=1C=C(C=C(C1OC=1C=C2C=CNC(C2=CC1)=O)Cl)N1N=C(C(NC1=O)=O)C#N 2-(3,5-dichloro-4-((1-oxo-1,2-dihydroisoquinolin-6-yl)oxy)phenyl)-3,5-Dioxo-2,3,4,5-tetrahydro-1,2,4-triazine-6-carbonitrile